BrC1=C(C=C2CCN3C(C2=C1)=C(N=C3C(=O)N3[C@](CCC3)(C#N)C)C=3SC=CC3)OC (R)-1-(9-bromo-8-methoxy-1-(thiophen-2-yl)-5,6-dihydroimidazo[5,1-a]isoquinoline-3-carbonyl)-2-methylpyrrolidine-2-carbonitrile